3-(2,2,2-trifluoroethoxy)propan-2-ol FC(COCC(C)O)(F)F